Imidazole-2-thiol N1C(=NC=C1)S